C(C)(=O)NC1=C(C=C(C2=C1CCO2)C(=O)OC)Cl methyl 4-acetamido-5-chloro-2,3-dihydrobenzofuran-7-carboxylate